COC1CCC(CC1)CN[C@H]1[C@H](CCC1)OC=1C=C2CN(C(C2=CC1)=O)C1C(NC(CC1)=O)=O 3-(5-(((1S,2R)-2-((((1s,4S)-4-methoxycyclohexyl)methyl)amino)cyclopentyl)oxy)-1-oxoisoindolin-2-yl)piperidine-2,6-dione